C1(CCCC1)SCC(=O)N1CCN(CC1)C(=O)[C@@H]1[C@H](C1)C1=CC=CC=C1 2-(Cyclopentylthio)-1-(4-((1S,2S)-2-phenylcyclopropanecarbonyl)piperazin-1-yl)ethanone